2,6-dichloro-3-(3-isopropylphenylamino)benzoic acid ClC1=C(C(=O)O)C(=CC=C1NC1=CC(=CC=C1)C(C)C)Cl